(E)-ethyl 3-(4-methoxy-2-nitrophenyl)acrylate COC1=CC(=C(C=C1)/C=C/C(=O)OCC)[N+](=O)[O-]